N-(1-phenylethyl)trifluoromethanesulfonamide C1(=CC=CC=C1)C(C)NS(=O)(=O)C(F)(F)F